C(COCCOC)OC1[C@H](O)[C@@H](O)[C@H](O)CO1 O-(3,6-dioxaheptanyl)-xylopyranose